tert-butyl 2-(4-bromophenyl)-8-oxo-2,3,4,5a,6,7,8,9-octahydro-5H-10-oxa-1,2,5,7-tetraazacycloocta[cd]indene-5-carboxylate BrC1=CC=C(C=C1)N1N=C2C=3C(N(CCC13)C(=O)OC(C)(C)C)CNC(CO2)=O